C1(CCCC1)C(=O)C12NCCC(N(C1)CC1=C(N=C3N1C=CC=N3)C3=CC=C(C=C3)C(C)C)CC2 cyclopentyl-[6-{[2-(4-isopropylphenyl)imidazo[1,2-a]pyrimidin-3-yl]methyl}-2,6-diazabicyclo[3.2.2]non-yl]methanone